2,6-Di-tert-butyl-4-bromoanisole C(C)(C)(C)C1=C(C(=CC(=C1)Br)C(C)(C)C)OC